(4-(benzyl(methyl)amino)piperidin-1-yl)(1-(3,4-dimethyl-2-(p-tolyl)-2H-pyrazolo[3,4-d]pyridazin-7-yl)piperidin-4-yl)methanone C(C1=CC=CC=C1)N(C1CCN(CC1)C(=O)C1CCN(CC1)C1=NN=C(C=2C1=NN(C2C)C2=CC=C(C=C2)C)C)C